1-((4-phenyl-1H-imidazol-2-yl)methyl)piperidin C1(=CC=CC=C1)C=1N=C(NC1)CN1CCCCC1